P(=S)(OC(CCCCCCCCCCCCCCC)OC(C=C)=O)([O-])[O-] acryloxycetyl thiophosphate